Br[C@@H](C(=O)NC1=NC=C(N=C1)OC1=C(C=C(C=C1)F)CO[Si](C)(C)C(C)(C)C)C (R)-2-bromo-N-(5-(2-(((tert-butyldi-methylsilyl)oxy)methyl)-4-fluorophenoxy)pyrazin-2-yl)propanamide